[C].FC(C=CF)(F)F 1,1,1,3-tetrafluoropropene carbon